3-(5-cyano-4-(2-oxa-6-azaspiro[3.3]heptan-6-yl)pyridin-2-yl)-1-(6-formyl-5-((4-methyl-2-oxopiperazin-1-yl)methyl)pyridin-2-yl)-1-methylurea C(#N)C=1C(=CC(=NC1)NC(N(C)C1=NC(=C(C=C1)CN1C(CN(CC1)C)=O)C=O)=O)N1CC2(COC2)C1